tert-butyl 6-(6-(3-cyclopropyl-1H-1,2,4-triazol-1-yl)-2-azaspiro[3.3]heptane-2-carbonyl)-2,6-diazaspiro[3.3]heptane-2-carboxylate C1(CC1)C1=NN(C=N1)C1CC2(CN(C2)C(=O)N2CC3(CN(C3)C(=O)OC(C)(C)C)C2)C1